8-(5-Cyclopropyl-2-methoxy-pyridin-3-yl)-7-fluoro-1,4,4,9-tetramethyl-5H-[1,2,4]triazolo[4,3-a]quinoxaline C1(CC1)C=1C=C(C(=NC1)OC)C1=C(C=C2NC(C=3N(C2=C1C)C(=NN3)C)(C)C)F